C(C=C)OC(=O)N[C@@H](CCCCN)C(=O)O N-(allyloxycarbonyl)lysine